C(#N)C1=CC=C2C=C(NC2=C1)CCOS(=O)(=O)C1=CC=C(C=C1)C.N1C=CC2=CC=C(C=C12)C#N 1H-indole-6-carbonitrile 2-(6-cyano-1H-indol-2-yl)ethyl-4-methylbenzenesulfonate